Cl.N1=CN=C(C2=C1NC=C2)N2CCSC(=C2)C(=O)N2[C@H]1[C@@H](CCC2)NCC1 |o1:19,20| rel-(4-(7H-pyrrolo[2,3-d]pyrimidin-4-yl)-3,4-dihydro-2H-1,4-thiazin-6-yl)((3aR,7aR)-octahydro-4H-pyrrolo[3,2-b]pyridin-4-yl)methanone hydrochloride